1-Cyclohexyl-2-morpholinoethylcarbodiimide p-toluenesulfonate CC1=CC=C(C=C1)S(=O)(=O)O.C1(CCCCC1)C(CN1CCOCC1)N=C=N